2-(1H-indol-2-yl)phenol N1C(=CC2=CC=CC=C12)C1=C(C=CC=C1)O